C(C)(C)(C)OC([C@H](CC1=CC=C(C=C1)N1C(CN(CC1)C1CCC(CC1)OC)=O)N)=O (S)-2-amino-3-(4-(4-(4-methoxycyclohexyl)-2-oxopiperazin-1-yl)phenyl)propanoic acid tert-butyl ester